Cl.Br[C@H]1C[C@H](NC1)COC=1C=NC=CC1C1=C(C2=NC=CC=C2N1)C1=CC=CC=C1 2-(3-{[(2S,4S)-4-bromopyrrolidin-2-yl]methoxy}pyridin-4-yl)-3-phenyl-1H-pyrrolo[3,2-b]pyridine hydrogen chloride